1-[3-methyl-4-[6-(1-methylpyrazol-4-yl)pyrazolo[1,5-a]pyrazin-4-yl]-1-piperidyl]prop-2-en-1-one CC1CN(CCC1C=1C=2N(C=C(N1)C=1C=NN(C1)C)N=CC2)C(C=C)=O